ClC1=C(CCCC1CO)C(=O)N 2-chloro-3-(hydroxymethyl)-1-cyclohexene-1-carboxamide